(S)-1-(tetrahydrofuran-3-yl)-6-(2-(2-(trifluoromethyl)pyridin-4-yl)-2,6-diazaspiro[3.4]octan-6-yl)-1H-pyrazolo[3,4-b]pyrazine O1C[C@H](CC1)N1N=CC=2C1=NC(=CN2)N2CC1(CN(C1)C1=CC(=NC=C1)C(F)(F)F)CC2